ClC1=C(C=C(C=C1)C(F)(F)F)NC(=O)C1=C(N=C(S1)N(C(=O)C1(CC1)C(=O)N)C1=CC(=CC=C1)F)C N-(5-((2-chloro-5-(trifluoromethyl)phenyl)carbamoyl)-4-methylthiazol-2-yl)-N-(3-fluorophenyl)cyclopropane-1,1-dicarboxamide